FC1=C(COC=2C=C(C=C3C=C(N(C23)C(=O)OC(C)(C)C)CN2C(C(=CC=C2)NC([C@H](CC\C=C\C(=O)N(C)C)NC(=O)OC)=O)=O)F)C=CC(=C1)F (S,E)-tert-butyl 7-((2,4-difluorobenzyl)oxy)-2-((3-(7-(dimethylamino)-2-((methoxycarbonyl)amino)-7-oxohept-5-enamido)-2-oxopyridin-1(2H)-yl)methyl)-5-fluoro-1H-indole-1-carboxylate